CC=1C(=C(N=NC1)C)C trimethyl-pyridazine